(S)-(3-(1-(2,2-difluoroethyl)-6-oxo-1,6-dihydropyridin-3-yl)-4,4-difluoropiperidin-1-yl)-N-(5-fluoropyridin-2-yl)propanamide FC(CN1C=C(C=CC1=O)C1CN(CCC1(F)F)[C@H](C(=O)NC1=NC=C(C=C1)F)C)F